4-methoxy-N-methyl-3-({4-[methyl-(3-methyl-1H-indazol-6-yl)amino]-2-pyrimidinyl}amino)benzenesulfonamide COC1=C(C=C(C=C1)S(=O)(=O)NC)NC1=NC=CC(=N1)N(C1=CC=C2C(=NNC2=C1)C)C